ClC1=C(C=C(C=C1)C1=CC(=NC=N1)C(=O)O)F 6-(4-chloro-3-fluoro-phenyl)pyrimidine-4-carboxylic acid